3-Chloro-6-(5-methyl-[1,2,4]triazol-1-yl)-pyridazine ClC=1N=NC(=CC1)N1N=CN=C1C